2-oxo-5-(1,2,3,4-tetrahydronaphthalene-2-carboxamido)hexanediamide O=C(C(=O)N)CCC(C(=O)N)NC(=O)C1CC2=CC=CC=C2CC1